O[C@H](C(=O)N1CC2(CC2)C[C@H]1C(=O)N[C@@H](C[C@H]1C(NCC1)=O)C(COC(F)(F)F)=O)C(C)C (S)-5-((S)-2-hydroxy-3-methylbutanoyl)-N-((S)-3-oxo-1-((S)-2-oxopyrrolidin-3-yl)-4-(trifluoromethoxy)butan-2-yl)-5-azaspiro[2.4]heptane-6-carboxamide